COCC1CN(CCN1)C1=CC=CC(=N1)C1=NC2=CC(=NC=C2C=C1)CNC(C1=CC(=C(C=C1)C)S(=O)(=O)C)=O N-((2-(6-(3-(methoxymethyl)piperazin-1-yl)pyridin-2-yl)-1,6-naphthyridin-7-yl)methyl)-4-methyl-3-(methylsulfonyl)benzamide